tert-butyl (3-fluoro-4-((7-hydroxy-2-oxospiro[benzo[e][1,3]oxazine-4,1'-cyclobutan]-3(2H)-yl)methyl)pyridin-2-yl)carbamate FC=1C(=NC=CC1CN1C(OC2=C(C=CC(=C2)O)C12CCC2)=O)NC(OC(C)(C)C)=O